NC1=NC=NC=2C3=C(CC(C12)(C)C)C(=C(C=C3)O[C@@H]3CC[C@H](CC3)N3CCOCC3)N(CCC#N)C 3-[[4-amino-5,5-dimethyl-8-(trans-4-morpholinocyclohexyloxy)-6H-benzo[H]quinazolin-7-yl]-methyl-amino]propionitrile